OCC1CC(CCC1)NC(OC(C)(C)C)=O tert-Butyl [3-(hydroxymethyl)cyclohexyl]carbamate